C(C=C)(=O)OC[Si](OCC)(OCC)C acryloyloxymethyl-methyl-diethoxysilane